methyl 4-chloro-2-(5-((5-methoxy-1,3,4-thiadiazol-2-yl)carbamoyl)-2-methylpyridin-4-yl)benzoate ClC1=CC(=C(C(=O)OC)C=C1)C1=CC(=NC=C1C(NC=1SC(=NN1)OC)=O)C